(S)-(-)-2,2'-bis(di-p-tolylphosphino)-1,1'-binaphthyl CC1=CC=C(C=C1)P(C2=CC=C(C=C2)C)C3=C(C4=CC=CC=C4C=C3)C5=C(C=CC6=CC=CC=C65)P(C7=CC=C(C=C7)C)C8=CC=C(C=C8)C